C1CC(CCC1)C(CN=C=O)N=C=O 3-cyclohexyl-dimethylene diisocyanate